(2-((1S,3S,5S)-3-cyano-2-azabicyclo[3.1.0]hex-2-yl)-2-oxoethyl)-6-(1-ethoxycyclopropyl)quinoline-4-carboxamide C(#N)[C@H]1N([C@H]2C[C@H]2C1)C(CC1=NC2=CC=C(C=C2C(=C1)C(=O)N)C1(CC1)OCC)=O